ClC1=NC(=NC=C1OC)C(C)=O 1-(4-Chloro-5-methoxypyrimidin-2-yl)ethan-1-one